bis(4-tertbutylphenyl)amine C(C)(C)(C)C1=CC=C(C=C1)NC1=CC=C(C=C1)C(C)(C)C